C(C1=CC=CC=C1)OC=1C=C2C3=C(NC2=CC1)C=NC(=C3COC)C(=O)O 6-benzyloxy-4-(methoxymethyl)-9H-pyrido[3,4-b]indole-3-carboxylic acid